tert-butyl (3-(4-(2-(4-((2-chloropyrimidin-4-yl)methoxy)phenyl)propan-2-yl) phenyl)prop-2-yn-1-yl)carbamate ClC1=NC=CC(=N1)COC1=CC=C(C=C1)C(C)(C)C1=CC=C(C=C1)C#CCNC(OC(C)(C)C)=O